(2-fluoro-3-(1-oxido-4,5-dihydro-3H-1λ6-isothiazol-1-yl)phenyl)boronic acid FC1=C(C=CC=C1S1(=NCCC1)=O)B(O)O